FC1=CC=C(C=C1)N1N=C(C=C1S(=O)(=O)C)C(=O)NC=1C=NC(=C(C1)C=1N=C(C2=C(N1)C=CS2)N2CCOCC2)C 1-(4-fluorophenyl)-N-(6-methyl-5-(4-morpholinothieno[3,2-d]pyrimidin-2-yl)pyridin-3-yl)-5-(methylsulfonyl)-1H-pyrazole-3-carboxamide